[Na].[Ti] titanium Sodium